[Ir+3].FC1=CC=C(C=C1)C1=[NH+]C=CC=C1.FC1=CC=C(C=C1)C1=[NH+]C=CC=C1.FC1=CC=C(C=C1)C1=[NH+]C=CC=C1 tris(2-(4-fluorophenyl)pyridinium) iridium